6-[(3R)-3-methyl-1,2,3,4-tetrahydroisoquinoline-2-carbonyl]-2,3-dihydro-1H-isoindole-2-carboxylic acid tert-butyl ester C(C)(C)(C)OC(=O)N1CC2=CC(=CC=C2C1)C(=O)N1CC2=CC=CC=C2C[C@H]1C